tert-butyl 4-(1-(4-(bis(4-methoxybenzyl)amino)-2-(2-methoxypyridin-4-yl)thiazol-5-yl)-1,3-dioxopentan-2-yl)piperazine-1-carboxylate COC1=CC=C(CN(C=2N=C(SC2C(C(C(CC)=O)N2CCN(CC2)C(=O)OC(C)(C)C)=O)C2=CC(=NC=C2)OC)CC2=CC=C(C=C2)OC)C=C1